N-(4-(1,5-dimethyl-1H-imidazol-2-yl)-2-methoxyphenyl)-8-(3-methoxy-3-methylazetidin-1-yl)-6-methylpyrido[3,4-d]pyrimidin-2-amine CN1C(=NC=C1C)C1=CC(=C(C=C1)NC=1N=CC2=C(N1)C(=NC(=C2)C)N2CC(C2)(C)OC)OC